C(CCC)NCC(O)C1=CC(=C(C=C1)Cl)O 2-(butylamino)-1-(4-chloro-3-hydroxyphenyl)-1-ethanol